FC([C@H]1N(C(OC1)=C=O)C=1N=C2N(CCOC3=C2C=NC(=C3)N[C@H](C(=O)N)C)C1)F (S)-2-((2-((S)-4-(difluoromethyl)-2-carbonyloxazolidin-3-yl)-5,6-dihydroimidazo[1,2-d]pyrido[3,4-f][1,4]oxazepin-9-yl)amino)propanamide